C(C)C1[C@H]2CN3[C@@H]1[C@H](C=1NC4=CC=C(C=C4C1CC3=O)OC)C2 (2S,12R,12aS)-1-ethyl-8-methoxy-2,3,6,11,12,12a-hexahydro-2,12-methanopyrrolo[1',2':1,2]azepino[4,5-b]indol-5(1H)-one